ClC1=C(C=CC=C1)NC(CC(=O)O)=O 3-((2-chlorophenyl)amino)-3-oxopropanoic acid